N[C@@H](C(=O)NC(CNC(=O)[C@H]1[C@@H](CC[C@H](C1)C)C(C)C)C1=CC=CC=C1)C (1R,2S,5R)-N-(2-((R)-2-aminopropanamido)-2-phenylethyl)-2-isopropyl-5-methylcyclohexane-1-carboxamide